ClC1=CC=C2C(=C(N(C2=C1F)C=1C=NN(C1)CC)C#N)SC=1C(=C(C(=O)O)C=CC1)F 3-((6-chloro-2-cyano-1-(1-ethyl-1H-pyrazol-4-yl)-7-fluoro-1H-indol-3-yl)thio)-2-fluorobenzoic acid